2-(6-((2S,5R)-4-(1-(1,3-dimethyl-4-oxo-1,4-dihydroquinolin-6-yl)ethyl)-2,5-dimethylpiperazin-1-yl)-9-ethyl-3-methyl-2-oxo-3,4,5,9-tetrahydro-2H-purin-8-yl)acetonitrile CN1C=C(C(C2=CC(=CC=C12)C(C)N1C[C@@H](N(C[C@H]1C)C=1C2N=C(N(C2N(C(N1)=O)C)CC)CC#N)C)=O)C